BrC1=CC=C(C=C1)[P](C1=CC=C(C=C1)Br)=O di(4-bromophenyl)phosphorus oxide